C1(CC1)C#C[C@@]1(NC(NC2=CC(=C(C=C12)F)CN1N=CC2=C1CCOC2)=O)C(F)(F)F (S)-4-(cyclopropylethynyl)-7-((6,7-dihydropyrano[4,3-c]pyrazol-1(4H)-yl)methyl)-6-fluoro-4-(trifluoromethyl)-3,4-dihydroquinazolin-2(1H)-one